S1C(=CC=C1)C=1N=NN(C1)[C@@H]1[C@H]([C@@H](SC2=CC(=C(C(=C2)Cl)F)Cl)O[C@@H]([C@@H]1O)CO)O 3,5-dichloro-4-fluoro-phenyl 3-deoxy-3-[4-(2-thienyl)-1H-1,2,3-triazol-1-yl]-1-thio-alpha-D-galactopyranoside